5-[5',6'-dihydrospiro[pyrrolidine-3,4'-pyrrolo[1,2-b]pyrazol]-2'-yl]-3-[(1R)-1-phenylethoxy]pyridin-2-amine-hydrochloride salt Cl.N=1N2C(=CC1C=1C=C(C(=NC1)N)O[C@H](C)C1=CC=CC=C1)C1(CC2)CNCC1